7-(4-chlorophenyl)-8,9,10,11-tetrahydro-3H-naphtho[1,2-e]indazole ClC1=CC=C(C=C1)C1=CC2=C(C=3C=NNC3C=C2)C=2CCCCC12